ClC=1C=C(CN2C(=CC3=C(C=CC=C23)N2CCN(CC2)C(=O)OC(C)(C)C)C(F)(F)F)C=CC1 Tert-Butyl 4-[1-(3-Chlorobenzyl)-2-(Trifluoromethyl)-1H-Indol-4-Yl]Piperazine-1-Carboxylate